3-(3-(tert-butyl)-4-fluorophenyl)-N-methylcyclobutane-1-amine, trifluoroacetate salt FC(C(=O)O)(F)F.C(C)(C)(C)C=1C=C(C=CC1F)C1CC(C1)NC